3-[2-(1,3-dioxolan-2-yl)-3-[(4-methoxyphenyl)methoxy]phenyl]propanoic acid O1C(OCC1)C1=C(C=CC=C1OCC1=CC=C(C=C1)OC)CCC(=O)O